N-(3-chloro-4-(pyridin-2-ylmethoxy)phenyl)benzo[d][1,3]dioxolane-5-carboxamide ClC=1C=C(C=CC1OCC1=NC=CC=C1)NC(=O)C1=CC2=C(OCO2)C=C1